(3-Chloro-2,4-dimethyl-5,7-dihydropyrrolo[3,4-b]pyridin-6-yl)-[(3R)-1-(4-methyl-3-pyridyl)pyrrolidin-3-yl]methanon ClC=1C(=C2C(=NC1C)CN(C2)C(=O)[C@H]2CN(CC2)C=2C=NC=CC2C)C